(S)-N-((5-bromo-4-methylpyridin-2-yl)methyl)-1-methyl-4-(2-(4-(trifluoromethyl)phenyl)-2H-pyrazolo[3,4-d]pyrimidin-4-yl)piperazine-2-carboxamide BrC=1C(=CC(=NC1)CNC(=O)[C@H]1N(CCN(C1)C=1C=2C(N=CN1)=NN(C2)C2=CC=C(C=C2)C(F)(F)F)C)C